BrCC1=NN(C(C1)C(=O)N(C)C1=CC(=C(C=C1)F)Cl)C1=NC(=CC(=C1)C(F)(F)F)C 3-(bromomethyl)-N-(3-chloro-4-fluorophenyl)-N-methyl-1-(6-methyl-4-(trifluoromethyl)pyridin-2-yl)-4,5-dihydro-1H-pyrazole-5-carboxamide